Cl.FC1=C(CNS(=O)(=O)N)C=C(C=C1)C1=CC=NC=2NC(C=CC12)=O N-(2-fluoro-5-(7-oxo-7,8-dihydro-1,8-naphthyridin-4-yl)benzyl)sulfamide hydrochloride